ClC=1C=C(C=CC1Cl)NC(=S)N 3,4-dichlorophenyl-thiourea